CN1N=C(C(=C1)C(=O)OC)C methyl 1,3-dimethyl-1H-pyrazole-4-carboxylate